C(C=CC1=CC=CC=C1)(=O)O.C(C)C1OCCO1 ethyl-1,3-dioxolane cinnamate